tert-butyl 7-(6-chloro-3,4-dihydroquinolin-1(2H)-yl)-1-azaspiro[4.4]nonane-1-carboxylate ClC=1C=C2CCCN(C2=CC1)C1CC2(CCCN2C(=O)OC(C)(C)C)CC1